FC1=C(C=C2CC(C(C2=C1)NC(O[C@@H]1CN2CCC1CC2)=O)(C)C)C2=CC=C(C=C2)C(C)C (S)-quinuclidin-3-yl (6-fluoro-5-(4-isopropylphenyl)-2,2-dimethyl-2,3-dihydro-1H-inden-1-yl)carbamate